FC(C=1C=NC(=NC1)OC1=CC=C(C=C1)C1CN(C1)C(=O)N1CC(C1)C(=O)N)(F)F 1-[3-[4-[5-(Trifluoromethyl)pyrimidin-2-yl]oxyphenyl]azetidine-1-carbonyl]azetidine-3-carboxamide